C(=CC=CC=CC=CCCCCCCCCC)C=1OCCCN1 2-heptadecatetraenyl-4,5-dihydro-1,3-oxazine